4-(3-methoxypropoxy)-N-(2-methyl-2-hydroxyethyl)benzenesulfonamide COCCCOC1=CC=C(C=C1)S(=O)(=O)NCC(O)C